O1C(=CC2=C1C=CC=C2)C2=CC=C(C=C2)NC2=CC=C(C=C2)C=2OC1=C(N2)C=CC=C1 N-(4-benzofuran-2-yl-phenyl)-N-(4-benzooxazole-2-yl-phenyl)-amine